C(C(C)C)P(C1=C(SC(=C1P(CC(C)C)CC(C)C)C)C)CC(C)C 3,4-di(diisobutylphosphino)-2,5-dimethylthiophene